C(=O)C1=CC=C(OCC(C(=O)OC(C)(C)C)=C)C=C1 tert-butyl 2-((4-formylphenoxy)methyl)acrylate